2-bromo-N-[(3,5-difluoropyridin-2-yl)methyl]-5-methyl-1,3-thiazole-4-carboxamide BrC=1SC(=C(N1)C(=O)NCC1=NC=C(C=C1F)F)C